NC=1C2=C(N=CN1)N(C=C2C=2C(=C(C=CC2)NS(=O)(=O)C2=CC=C(C=C2)OC)F)C N-[3-(4-amino-7-methyl-7H-pyrrolo[2,3-d]pyrimidin-5-yl)-2-fluoro-phenyl]-4-methoxy-benzenesulfonamide